BrCC1=CC=C(C=C1)S(F)(F)(F)(F)F (4-(bromomethyl)phenyl)pentafluoro-λ6-sulfane